(R)-3-((6-chloro-5-cyclopropylpyridazin-3-yl)amino)piperidine-1-carboxylic acid tert-butyl ester C(C)(C)(C)OC(=O)N1C[C@@H](CCC1)NC=1N=NC(=C(C1)C1CC1)Cl